[Na+].C(CCC)(=O)[O-].C(CCC)(=O)[O-].S(=O)(=O)(O)C(C(=O)OCCCCCCCC)CC(=O)OCCCCCCCC.[Na+] dioctyl sulfosuccinate dibutyrate sodium